COC(C(C)OC1=NN(C(=C1Cl)C1=CC(=CC(=C1)F)F)C1=CC=CC=C1)=O 2-{[4-chloro-5-(3,5-difluorophenyl)-1-phenyl-1H-pyrazol-3-yl]Oxy}propanoic acid methyl ester